2-methyl-4-(naphthalen-2-yl)-N-(tetrahydro-2H-pyran-4-yl)quinoline-6-carboxamide CC1=NC2=CC=C(C=C2C(=C1)C1=CC2=CC=CC=C2C=C1)C(=O)NC1CCOCC1